Br.ClC1C=2CCNCC2C=C(C1(O)Cl)O 5,6-dichloro-6,7-dihydroxy-1,2,3,4-tetrahydroisoquinoline hydrobromide salt